C1(=CC=CC=C1)C1=NC=CC2=CC=CC=C12.C1(=CC=CC=C1)C1=NC=CC2=CC=CC=C12.[Ir+3] iridium (III) bis[phenylisoquinoline]